C(C)N(CC)CC1=CC=2N(C(=C1)C=1C=C3CN(C(C3=CC1)=O)N1C(CCCC1=O)=O)C=NC2 (5-(7-((diethylamino)methyl)imidazo[1,5-a]pyridin-5-yl)-1-oxoisoindolin-2-yl)piperidine-2,6-dione